C(C)(C)(C)OC(=O)N[C@H](C(=O)O)C(C(=C)C)(C)C (S)-2-((tert-butoxycarbonyl)amino)-3,3,4-trimethylpent-4-enoic acid